N=S1(CCN(CC1)CCN1CCN(CC1)C1=NN(C(=C1)C)C1=CC=C(C=C1)OC(F)(F)F)=O 1-imino-4-[2-[4-[5-methyl-1-[4-(trifluoromethoxy)phenyl]pyrazol-3-yl]piperazin-1-yl]ethyl]-1,4-thiazinane 1-oxide